C1(CCCCC1)C(COC)(COC)CC[Si](C1=CC=CC=C1)(C)C 2-cyclohexyl-2-(2-dimethylphenylsilylethyl)-1,3-dimethoxypropane